[3-[[6-(2,4-Dioxo-1H-pyrimidin-5-yl)furo[2,3-d]pyrimidin-4-yl]amino]-2,2-difluoro-propyl] N-isopropylcarbamate C(C)(C)NC(OCC(CNC=1C2=C(N=CN1)OC(=C2)C=2C(NC(NC2)=O)=O)(F)F)=O